BrC1=C(N=C2N(C1=O)C=CS2)N[C@H]2CN(C[C@H](C2)C2=CC=C(C=C2)OCCC2CCNCC2)C 6-bromo-7-(((3R,5R)-1-methyl-5-(4-(2-(piperidin-4-yl)ethoxy)phenyl)piperidin-3-yl)amino)-5H-thiazolo[3,2-a]pyrimidin-5-on